C(C)(=O)OCCCCCC\C=C\C=C\CC E,E-7,9-dodecadienyl acetate